4-bromo-2-(2-(but-2-ylidene)hydrazino)-5-chlorobenzoic acid BrC1=CC(=C(C(=O)O)C=C1Cl)NN=C(C)CC